N1=CC=CC2=C(C=C3C=CC=NC3=C12)C1=NC(=CC=C1)C1=C2C=CC=NC2=C2N=CC=CC2=C1 2,6-di(1,10-phenanthroline-5-yl)pyridine